6-(5-(azetidin-3-yloxy)-3-isopropyl-1H-pyrrolo[3,2-b]pyridin-2-yl)-8-methoxy-[1,2,4]triazolo[1,5-a]pyridine N1CC(C1)OC1=CC=C2C(=N1)C(=C(N2)C=2C=C(C=1N(C2)N=CN1)OC)C(C)C